2-bromo-5-(isothiazol-5-yl)-4,5-dihydro-6H-imidazo[1,5-b]pyrazol-6-one BrC=1C=C2N(N1)C(N(C2)C2=CC=NS2)=O